FC=1C(=C(CNC(=O)C=2OC=C(N2)C2=NC(=NC=C2C)NC2=CC=NN2C)C=CC1)OC N-(3-fluoro-2-methoxybenzyl)-4-(5-methyl-2-((1-methyl-1H-pyrazol-5-yl)amino)pyrimidin-4-yl)oxazole-2-carboxamide